phthaloyl-glycyl-trisilane C(C=1C(C(=O)O)=CC=CC1)(=O)NCC(=O)[SiH2][SiH2][SiH3]